Methyl 2-[(9R)-12-oxo-11-(2-trimethylsilylethoxymethyl)-3-[1-(2-trimethylsilylethoxymethyl)pyrazol-4-yl]-2-thia-8,11-diazatricyclo[6.4.1.04,13]trideca-1(13),3-dien-9-yl]acetate O=C1N(C[C@H](N2CCCC3=C(SC1=C32)C=3C=NN(C3)COCC[Si](C)(C)C)CC(=O)OC)COCC[Si](C)(C)C